6-fluoro-3,4-dihydroisoquinolin-1(2H)-one FC=1C=C2CCNC(C2=CC1)=O